4-(1-(4-(methyl(phenyl)amino)-1-(4-(trifluoromethyl)benzyl)-1H-indole-7-carboxamido)cyclopropyl)benzoic acid CN(C1=C2C=CN(C2=C(C=C1)C(=O)NC1(CC1)C1=CC=C(C(=O)O)C=C1)CC1=CC=C(C=C1)C(F)(F)F)C1=CC=CC=C1